(E)-1-(4-amino-1,2,5-oxadiazol-3-yl)-N'-(4-bromobenzylidene)-1H-1,2,3-triazole-4-carbohydrazide NC=1C(=NON1)N1N=NC(=C1)C(=O)N/N=C/C1=CC=C(C=C1)Br